4-[[6-[2-(2,4-difluorophenyl)-1,1-difluoro-2-hydroxy-3-(5-sulfanyl-1,2,4-triazol-1-yl)propyl]-3-pyridinyl]oxy]benzonitrile FC1=C(C=CC(=C1)F)C(C(F)(F)C1=CC=C(C=N1)OC1=CC=C(C#N)C=C1)(CN1N=CN=C1S)O